FC=1C=C(C=CC1C)C(=O)N1CCC(CC1)CCCCNC(=O)C=1C=CC=2N(C1)C=CN2 N-(4-{1-[(3-fluoro-4-methylphenyl)carbonyl]piperidin-4-yl}butyl)imidazo[1,2-a]pyridine-6-carboxamide